BrC=1C=C2CC(N(C2=CC1)C)=O 5-bromo-1-methyl-indolin-2-one